FC=1C=C(C=C(C1)F)C1(NC(C=2N1C(C(=CC2)NC2=NC=NC=C2)=O)=O)C 3-(3,5-difluorophenyl)-3-methyl-6-(pyrimidin-4-ylamino)-2,3-dihydroimidazo[1,5-a]pyridine-1,5-dione